Cl.NCC=1C=CC(=NC1)N(C)C(C)C 5-(aminomethyl)-N-isopropyl-N-methylpyridin-2-amine hydrochloride